FC(C(=O)O)(F)F.ClC=1C=CC=C2CCC(CC12)N1CC2=C(CC1)N=C(N2)C2=C(C=CC=C2)Cl 5-(8-chloro-1,2,3,4-tetrahydronaphthalen-2-yl)-2-(2-chlorophenyl)-4,5,6,7-tetrahydro-3H-imidazo[4,5-c]pyridine, trifluoroacetic acid salt